2-Bromo-4-((3-((tert-butyldimethylsilyl)oxy)-1,1,1-trifluoropropane-2-yl)oxy)-6-iodo-3-(methoxymethoxy)pyridine BrC1=NC(=CC(=C1OCOC)OC(C(F)(F)F)CO[Si](C)(C)C(C)(C)C)I